ClC1=C(C(=NN1CC1=CC(=CC(=C1)F)F)C(=O)O)CCNC(C(F)F)C 5-Chloro-1-(3,5-difluorobenzyl)-4-(2-((1,1-difluoropropan-2-yl)amino)ethyl)-1H-pyrazole-3-Carboxylic acid